di(hydroxymethyl)cyclohexane OCC1(CCCCC1)CO